O=C(CCC(=O)OC1CCC2(C3CCC4(CCCC4C3C(C=C2C1)[C@H](C)CCCC(C)C)C)C)N1CCNCCNCC1 10,13-Dimethyl-l-7-((R)-6-methylheptan-2-yl)-2,3,4,7,8,9,10,11,12,13,14,15,16,17-tetradecahydro-1H-cyclopenta[a]phenanthren-3-yl 4-oxo-4-(1,4,7-triazonan-1-yl)butanoate